6-[4-[(3S)-3-(dimethylamino)-1-piperidinyl]-5,6-difluoro-8-(methylamino)-9H-pyrido[2,3-b]indol-3-yl]-1-methyl-4-oxo-1,8-naphthyridine-3-carboxylic acid CN([C@@H]1CN(CCC1)C1=C(C=NC=2NC3=C(C=C(C(=C3C21)F)F)NC)C=2C=C1C(C(=CN(C1=NC2)C)C(=O)O)=O)C